2-(4-(benzyloxy)-3-methoxy-2-nitrophenyl)-1H-imidazole C(C1=CC=CC=C1)OC1=C(C(=C(C=C1)C=1NC=CN1)[N+](=O)[O-])OC